N-benzyl-2-(4-bromophenyl)-3-oxo-4-phenyl-3,5-dihydropyrido[4,3-b]indole-1-carboxamide C(C1=CC=CC=C1)NC(=O)C=1N(C(C(=C2NC=3C=CC=CC3C21)C2=CC=CC=C2)=O)C2=CC=C(C=C2)Br